propyl-2,6-diisocyanatohexanoate C(CC)OC(C(CCCCN=C=O)N=C=O)=O